NC1=NC(=C(C=2N1C(N(N2)CC=2N=COC2C)=O)C=2C=C1C=NNC1=C(C2)C)C2=CC=C(C=C2)F 5-amino-7-(4-fluorophenyl)-8-(7-methyl-1H-indazol-5-yl)-2-[(5-methyl-oxazol-4-yl)methyl]-[1,2,4]triazolo[4,3-c]pyrimidin-3-one